pyrazolecarbonyl-cobalt N1N=C(C=C1)C(=O)[Co]